3-[(7-methoxy-6-{[2-(pyrrolidin-1-yl)ethoxy]methyl}-1H,2H,3H-cyclopenta[b]quinolin-9-yl)amino]butanenitrile COC1=CC=2C(=C3C(=NC2C=C1COCCN1CCCC1)CCC3)NC(CC#N)C